FC=1C=C2C(NN=C(C2=CC1F)[C@H](C)N(C(=O)C=1C=C2C(=CC=CN2C1)C(F)F)C)=O (S)-N-(1-(6,7-difluoro-4-oxo-3,4-dihydrophthalazin-1-yl)ethyl)-8-(difluoromethyl)-N-methylindolizine-2-carboxamide